ClC1=C2N(C(C=C1)=O)C(NC2=O)C2=CC(=CC=C2)F 8-chloro-3-(3-fluorophenyl)-2,3-dihydroimidazo[1,5-a]pyridine-1,5-dione